butyl phosphate, disodium salt [Na+].[Na+].P(=O)(OCCCC)([O-])[O-]